FCC([C@H](CC(=O)OCCCC)NC(=O)[C@@]1(CC(=NO1)C1=NC=CC2=CC=CC=C12)C(C)C)=O Butyl (S)-5-fluoro-3-((R)-5-isopropyl-3-(isoquinolin-1-yl)-4,5-dihydroisoxazole-5-carboxamido)-4-oxopentanoate